1,1,1,3,3,3-hexafluoro-propan-2-yl (R or S)-1-(pyrazin-2-ylcarbamoyl)-6-azaspiro[2.5]octane-6-carboxylate N1=C(C=NC=C1)NC(=O)[C@@H]1CC12CCN(CC2)C(=O)OC(C(F)(F)F)C(F)(F)F |o1:9|